BrC=1C=CC2=C(C(NC(O2)C2=CC(=CC=C2)[N+](=O)[O-])=O)C1 6-bromo-2-(3-nitrophenyl)-2,3-dihydro-4H-benzo[e][1,3]oxazin-4-one